N[C@@H](C(=O)NC=1N=NC(=C(C1)C1CC1)C1=C(C=C(C=C1)C#C)O)CC1=CC=CC=C1 (R)-2-amino-N-(5-cyclopropyl-6-(4-ethynyl-2-hydroxyphenyl)pyridazin-3-yl)-3-phenylpropanamide